O=C1NC(=NC2=C1CN(CCC2)C(=O)OC(C)(C)C)C2(CC2)C=2SC=C(C2)C2=CC=CC=C2 tert-butyl 4-oxo-2-(1-(4-phenylthiophen-2-yl)cyclopropyl)-3,4,5,7,8,9-hexahydro-6H-pyrimido[5,4-c]azepine-6-carboxylate